FC1(OC2=C(O1)C=CC(=C2)[C@@H](C)OC2=CC(=CN=N2)N2N=C(C=1CCC[C@H](C21)OC2CCC(CC2)C(=O)OCC)C(F)(F)F)F ethyl (1R,4r)-4-(((R)-1-(6-((S)-1-(2,2-difluorobenzo[d][1,3]dioxol-5-yl)ethoxy)pyridazin-4-yl)-3-(trifluoromethyl)-4,5,6,7-tetrahydro-1H-indazol-7-yl)oxy)cyclohexane-1-carboxylate